F[C@H]1[C@H](C1)C(=O)NC1=NC=C2C=C(C=3N(C2=C1)C=CN3)C=3C=NC(=CC3C)C(CC)=O (1R,2R)-2-fluoro-N-(4-(4-methyl-6-propionylpyridin-3-yl)imidazo[1,2-a][1,6]naphthyridin-8-yl)cyclopropane-1-carboxamide